C(=CC)[Si] propenyl-silicon